6-(2,6-dichlorophenyl)-2-{[3-(hydroxymethyl)phenyl]amino}-8-methyl-5-[2-(triisopropylsilyl)ethynyl]pyrido[2,3-d]pyrimidin-7-one ClC1=C(C(=CC=C1)Cl)C1=C(C2=C(N=C(N=C2)NC2=CC(=CC=C2)CO)N(C1=O)C)C#C[Si](C(C)C)(C(C)C)C(C)C